SC1=NC(=NN1)N 5-mercapto-3-amino-1,2,4-triazole